FC1=CC=C(C=C1)C=1C=C2C(=NC(=NC2=C(C1)OC)C)O 6-(4-fluorophenyl)-8-methoxy-2-methyl-quinazolin-4-ol